BrC=1C=C(C=CC1)C1=CC=C(C=C1)N1C2=CC=CC=C2C=2C=CC=CC12 9-(3'-bromo-[1,1'-biphenyl]-4-yl)-9H-carbazole